2-cyano-3-(1H-indol-6-yl)guanidine C(#N)N=C(N)NC1=CC=C2C=CNC2=C1